NC1=NC=2C=CC(=CC2C2=C1COC2)C(=O)N(CC2=NC=C(C=C2)C2CC2)C2CC2 4-amino-N-cyclopropyl-N-((5-cyclopropyl-2-pyridinyl)methyl)-1,3-dihydrofuro[3,4-c]quinoline-8-carboxamide